N-methyl-3-bromo-benzylamine CNCC1=CC(=CC=C1)Br